C(#N)[C@H](C[C@H]1C(NCC1)=O)NC(=O)[C@H]1C[Si](CN1C(=O)C=1NC2=C(C=CC=C2C1)F)(C)C (S)-N-((S)-1-Cyano-2-((S)-2-oxopyrrolidin-3-yl)ethyl)-1-(7-fluoro-1H-indole-2-carbonyl)-3,3-dimethyl-1,3-azasilolidine-5-carboxamide